COC1=CC=C(C=C1)C1=CN=C(O1)CSC1=NC(=NC(=N1)C)N 4-({[5-(4-Methoxyphenyl)-1,3-oxazol-2-yl]methyl}sulfanyl)-6-methyl-1,3,5-triazin-2-amin